dimethyl (2S,4R)-2-((tert-butoxycarbonyl)amino)-4-((S)-1-hydroxybut-3-en-2-yl)pentanedioate C(C)(C)(C)OC(=O)N[C@H](C(=O)OC)C[C@@H](C(=O)OC)[C@@H](CO)C=C